CC1=CC=C(C=C1)S(=O)(=O)O.F[C@H]1[C@H](NC1)CNS(=O)(=O)C N-(((2R,3R)-3-fluoroazetidin-2-yl)methyl)methanesulfonamide 4-methylbenzenesulfonate